OCCNC(=O)C1CC(C1)N1N=CC(=C1)C=1N=C(C=2N(C1)N=CC2)C=2C=NN(C2)C(CC)CC (1s,3s)-N-(2-hydroxyethyl)-3-(4-(4-(1-(pent-3-yl)-1H-pyrazol-4-yl)pyrazolo[1,5-a]pyrazin-6-yl)-1H-pyrazol-1-yl)cyclobutanecarboxamide